n-Pentyl-{[3-({5-[3-amino-2,6-dioxo-4-(trifluoromethyl)-3,6-dihydropyrimidin-1(2H)-yl]-2-chloro-4-fluorophenyl} sulfanyl)pyridin-2-yl]oxy}acetat C(CCCC)OC(COC1=NC=CC=C1SC1=C(C=C(C(=C1)N1C(N(C(=CC1=O)C(F)(F)F)N)=O)F)Cl)=O